5-(hydroxymethyl)-furan OCC1=CC=CO1